2-(3-bromopyridin-4-yl)-3-[(3-fluoro-2-methoxyphenyl)amino]-1H,5H,6H,7H-pyrrolo[3,2-c]pyridin-4-one BrC=1C=NC=CC1C1=C(C=2C(NCCC2N1)=O)NC1=C(C(=CC=C1)F)OC